(S)-2-(4-amino-2-chloro-4,6-dihydrospiro[cyclopenta[d]thiazol-5,4'-piperidin]-1'-yl)-5-((2-amino-3-chloropyridin-4-yl)thio)-3-methylpyridin-4(3H)-one NC1C=2N=C(SC2CC12CCN(CC2)C2=NC=C(C([C@H]2C)=O)SC2=C(C(=NC=C2)N)Cl)Cl